N-[(S)-1-(3,5-difluorophenyl)ethyl]-4-[(3R,5S)-3,5-dimethyl-1-piperazinyl]-8-cyclopropyl-6-methyl-1,7-diaza-3-naphthamide FC=1C=C(C=C(C1)F)[C@H](C)NC(=O)C=1C=NC2=C(N=C(C=C2C1N1C[C@H](N[C@H](C1)C)C)C)C1CC1